N-(2-chloro-7-((2R,4S,5R)-5-ethynyl-4-hydroxy-5-(hydroxymethyl)tetrahydrofuran-2-yl)-7H-pyrrolo[2,3-d]pyrimidin-4-yl)octanamide ClC=1N=C(C2=C(N1)N(C=C2)[C@@H]2O[C@@]([C@H](C2)O)(CO)C#C)NC(CCCCCCC)=O